[(1R)-1-[[[(3S)-3-amino-4-[tert-butyl(dimethyl)silyl]oxy-butyl]-tertbutoxycarbonyl-amino]methyl]-2-(tertbutoxycarbonylamino)ethyl] tert-butyl carbonate C(O[C@H](CNC(=O)OC(C)(C)C)CN(C(=O)OC(C)(C)C)CC[C@@H](CO[Si](C)(C)C(C)(C)C)N)(OC(C)(C)C)=O